N1CC(CC1)C#N pyrrolidine-3-carbonitrile